NC1=NC=C(C(=N1)C(F)F)C1=NC(=NC(=N1)N1CCOCC1)N1CCN(CC1)C(=O)OCCOCCN 2-(2-aminoethoxy)ethyl 4-(4-(2-amino-4-(difluoromethyl)pyrimidin-5-yl)-6-morpholino-1,3,5-triazin-2-yl)piperazine-1-carboxylate